(1R,3R,4R)-2-((3-chlorophenyl)glycyl)-5,5-difluoro-N-((R,E)-4-fluoro-4-(methylsulfonyl)-1-((S)-2-oxopyrrolidin-3-yl)but-3-en-2-yl)-2-azabicyclo[2.2.2]octane-3-carboxamide ClC=1C=C(C=CC1)NCC(=O)N1[C@H]2CC([C@@H]([C@@H]1C(=O)N[C@H](C[C@H]1C(NCC1)=O)\C=C(\S(=O)(=O)C)/F)CC2)(F)F